BrC=1C(=C(C=2N(C1)C=C(N2)C)C#N)OC 6-bromo-7-methoxy-2-methyl-imidazo[1,2-a]pyridine-8-carbonitrile